C(C)(C)(C)C1=C(C2=C3C4=C5C(=C6C=CC=CC6=CC5=CC=C4C=C2C=C1)C=C3)C(C)(C)C di-tert-butyl-benzo[rst]pentaphene